BrC=1C(N(C(=CC1OCC1=C(C=C(C=C1)F)F)C)C1=C(C=C(C=C1F)N1CCOCC1)F)=O 3-bromo-4-[(2,4-difluorobenzyl)oxy]-1-(2,6-difluoro-4-morpholin-4-ylphenyl)-6-methylpyridin-2(1H)-one